FC=1C=C(C=C(C1)OC)C1=C(NC=2C3=C(CCC12)C=CC=C3)C(=O)OC methyl 3-(3-fluoro-5-methoxyphenyl)-4,5-dihydro-1H-benzo[g]indole-2-carboxylate